CC=1C=CC=C2C=CN(C12)C1=C(C=CC=C1)[N+]#[C-] 7-methyl-1-(2-isocyanophenyl)-indole